COC(=O)C1=NC(=C(C(=C1)NC)[N+](=O)[O-])Cl 6-chloro-4-(methylamino)-5-nitropyridine-2-carboxylic acid methyl ester